C12(CCCC3=CC=CC=C13)CNC2 spiro[azetidine-3,1'-tetrahydronaphthalene]